NC1=CC=C(C=C1)N([C@H]1CN(CC1)C(C)=O)C (R)-1-(3-((4-aminophenyl)(methyl)amino)pyrrolidin-1-yl)ethanone